C(C)(C)(C)OC(=O)N1CCN(CC1)C1=NC(=NC2=C(C(=C(C=C12)Cl)C1=C2C=NNC2=CC=C1C)OC1CC1)OC[C@H]1N(CCC1)C 4-(6-chloro-8-cyclopropoxy-7-(5-methyl-1H-indazol-4-yl)-2-(((S)-1-methylpyrrolidin-2-yl)methoxy)quinazolin-4-yl)piperazine-1-carboxylic acid tert-butyl ester